(S)-2-Chloro-4-(3-(dimethylamino)-3-(3-(trifluoromethyl)phenethyl)piperidin-1-yl)-6-methyl-N-(pyrimidin-4-yl)benzenesulfonamide formate C(=O)O.ClC1=C(C(=CC(=C1)N1C[C@@](CCC1)(CCC1=CC(=CC=C1)C(F)(F)F)N(C)C)C)S(=O)(=O)NC1=NC=NC=C1